ClC1=C(C=CC=C1OC)[C@H]1N(CCC1)C(CN1N=C(C=C1C(F)(F)F)C(C)C)=O 1-[(2S)-2-(2-Chloro-3-methoxy-phenyl)pyrrolidin-1-yl]-2-[3-isopropyl-5-(trifluoromethyl)pyrazol-1-yl]ethanone